(R/S)-1-(3,3-difluoro-1-methylpiperidin-4-yl)-8-(6-ethoxypyridin-3-yl)-3-methyl-1,3-dihydro-2H-imidazo[4,5-c]quinolin-2-one FC1(CN(CC[C@H]1N1C(N(C=2C=NC=3C=CC(=CC3C21)C=2C=NC(=CC2)OCC)C)=O)C)F |r|